6-hydroxy-2-(pyridin-4-yl)-3,4-dihydroisoquinolin-1(2H)-one OC=1C=C2CCN(C(C2=CC1)=O)C1=CC=NC=C1